2-(6-amino-3-imino-3H-xanthen-9-yl)benzoic acid hydrochloride Cl.NC=1C=C2OC3=CC(C=CC3=C(C2=CC1)C1=C(C(=O)O)C=CC=C1)=N